[1,1'-biphenyl]-4,4'-diylbis(4-amino benzoate) C1(=CC=C(C=C1)C1(C(=O)[O-])CC=C(C=C1)N)C1=CC=C(C=C1)C1(C(=O)[O-])CC=C(C=C1)N